ethyl 3-(2,4-dichloropyrimidine-5-carboxamido)-4-fluorobenzoate ClC1=NC=C(C(=N1)Cl)C(=O)NC=1C=C(C(=O)OCC)C=CC1F